CN1C(CCC2=CC(=CC=C12)C=1C=C(C=NC1)CNC(=O)C=1N=NC=CC1)=O Pyridazine-3-carboxylic acid [5-(1-methyl-2-oxo-1,2,3,4-tetrahydro-quinolin-6-yl)-pyridin-3-ylmethyl]-amide